3-chloro-2,4-dimethyl-8-(pyrrolidin-1-yl)pyrido[3',2':4,5]thieno[2,3-d]pyridazine ClC1=C(C2=C(SC3=C(N=NC=C32)N3CCCC3)N=C1C)C